C(CC=C)OC1=CC=C(C=C1)CCOC 1-(but-3-en-1-oxy)-4-(2-methoxyethyl)benzene